(3R,4R)-1-cyclohexyl-4-{[5-(2,4-difluoro-phenyl)-isoxazole-3-carbonyl]-amino}-piperidine-3-carboxylic acid ethyl-methyl-amide C(C)N(C(=O)[C@@H]1CN(CC[C@H]1NC(=O)C1=NOC(=C1)C1=C(C=C(C=C1)F)F)C1CCCCC1)C